(2-(3,4-dimethoxyphenyl)-3-ethyl-1H-indol-5-yl)(piperazin-1-yl)methanone COC=1C=C(C=CC1OC)C=1NC2=CC=C(C=C2C1CC)C(=O)N1CCNCC1